COC1=C2CC[C@H](C2=CC=C1)NC(C1=CC=C(S1)C1=C2C(N3CCC[C@H]3C2=NC(=C1C=1OC(=NN1)C)CCC1=CC=C(C=C1)F)=O)=O N-[(R)-4-methoxy-1-indanyl]-5-{(2S)-11-[2-(p-fluorophenyl)ethyl]-10-(5-methyl-1,3,4-oxadiazol-2-yl)-7-oxo-6,12-diazatricyclo[6.4.0.02,6]dodeca-1(12),8,10-trien-9-yl}-2-thenamide